CS(=O)(=O)OCCOCCOCC(=O)[O-] 2-(2-(((methylsulfonyl)oxy)ethoxy)ethoxy)acetate